2-bromo-6-(2-fluoroacetamido)-4-(trifluoromethyl)benzamide BrC1=C(C(=O)N)C(=CC(=C1)C(F)(F)F)NC(CF)=O